N1C2=C(C=CC1=O)CCC2 1,5,6,7-tetrahydro-2H-cyclopenta[b]pyridin-2-one